CC1=C(C=CC=C1)P(=O)(C1=C(C=CC=C1)C)C1OC2=CC=CC=C2C(C1)=O 2-(bis(2-methylphenyl)phosphoryl)-chroman-4-one